O=C1C=C2C(=CN1)C(CCCC2)NC(OC(C)(C)C)=O tert-butyl (3-oxo-3,5,6,7,8,9-hexahydro-2H-cyclohepta[c]pyridin-9-yl)carbamate